N1=C(C=CC=C1)CC=1N=C2C(=NC=C(C2)N)N1 (2-pyridylmethyl)imidazo[4,5-b]pyridin-6-amine